2-[6-(3-Methylpiperazin-1-yl)pyridazin-3-yl]-5-{[(pyridin-4-yl)methyl]amino}pyridin-3-ol CC1CN(CCN1)C1=CC=C(N=N1)C1=NC=C(C=C1O)NCC1=CC=NC=C1